ClC1=NC(=C2N=CN(C2=N1)[C@H]1[C@@H]([C@@H]([C@H](O1)CN(C(=O)CP([O-])(=O)OC(OC(=O)OCC)OC(=O)OCC)C)O)O)NC1CCCC1 bis[(ethoxycarbonyl)oxy]methyl ({[(2R,3S,4R,5R)-5-[2-chloro-6-(cyclopentylamino)-9H-purin-9-yl]-3,4-dihydroxyoxolan-2-yl]methyl}(methyl)carbamoyl)-methanephosphonate